5-methoxyphenylpyrrole COC=1C=CC=C(C1)C=1NC=CC1